[Pd](Cl)Cl.C1(=CC=CC=C1)P([C-]1C=CC=C1)(C1=CC=CC=C1)C1=CC=CC=C1.[C-]1(C=CC=C1)P(C1=CC=CC=C1)(C1=CC=CC=C1)C1=CC=CC=C1.[Fe+2] (1,1'-bis(triphenylphosphino)ferrocene) palladium(II) dichloride